ClC1=C(C=C(C=C1)OC[C@@H]1OC1)C1=NC(=C(C(=N1)N[C@@H]1C[C@@H](N(CC1)C1CC1)C)C)C=1C(=NOC1C)C 2-(2-chloro-5-((R)-oxiran-2-ylmethoxy)phenyl)-N-((2S,4S)-1-cyclopropyl-2-methylpiperidin-4-yl)-6-(3,5-dimethylisoxazol-4-yl)-5-methylpyrimidin-4-amine